S-benzyl thiocarbamate (S-benzyl thiocarbamate) C(C1=CC=CC=C1)S=C(N)O.C(N)(SCC1=CC=CC=C1)=O